6-(2-methoxyacetamido)hept-2-enediamide COCC(=O)NC(CCC=CC(=O)N)C(=O)N